2-((2-((S)-2-(difluoromethyl)-4-methyl-6-carbonylpiperazin-1-yl)-5,6-dihydrobenzo[f]imidazo[1,2-d][1,4]oxazepin-9-yl)amino)propanamide FC([C@H]1N(C(CN(C1)C)=C=O)C=1N=C2N(CCOC3=C2C=CC(=C3)NC(C(=O)N)C)C1)F